butanedioic acid tert-butyl ester C(C)(C)(C)OC(CCC(=O)O)=O